8-(dimethylamino)-3-((1-(2-hydroxyethyl)-1H-1,2,3-triazol-4-yl)methyl)-8-phenyl-1,3-diazaspiro[4.5]decan-2-one CN(C1(CCC2(CN(C(N2)=O)CC=2N=NN(C2)CCO)CC1)C1=CC=CC=C1)C